(2S,5R)-4-(4-fluoroanilino)-2,5-dimethyl-piperidine-1-carboxylic acid benzyl ester C(C1=CC=CC=C1)OC(=O)N1[C@H](CC([C@@H](C1)C)NC1=CC=C(C=C1)F)C